benzyl (1S,3S,5S)-2-((4-(cyclohexyloxy)benzoyl)glycyl)-5-methyl-2-azabicyclo[3.1.0]hexane-3-carboxylate C1(CCCCC1)OC1=CC=C(C(=O)NCC(=O)N2[C@H]3C[C@]3(C[C@H]2C(=O)OCC2=CC=CC=C2)C)C=C1